tertbutyl (2-bromo-5-(ethoxy-d5)pyridin-4-yl)carbamate BrC1=NC=C(C(=C1)NC(OC(C)(C)C)=O)OC(C([2H])([2H])[2H])([2H])[2H]